N1C=CC2=CC=C(C=C12)CNC1=CN=C2C(=N1)N=C(C=C2)NC2CCOCC2 3-N-(1H-indol-6-ylmethyl)-6-N-(oxan-4-yl)pyrido[2,3-b]pyrazine-3,6-diamine